ClC=1C=C(C=C(C1)Cl)C1=C(NC2=C(C=CC=C12)C(C)NS(=O)C)C(=O)O 3-(3,5-dichlorophenyl)-7-(1-(methylsulfinylamino)ethyl)-1H-indole-2-carboxylic acid